ClC=1C=C(C=C(C1)OC(F)(F)F)NC(=O)NC1CN(C1)C=1C=C2C3=C(C(N(C3=CC=C2)C2C(NC(CC2)=O)=O)=O)C1 1-(3-chloro-5-(trifluoromethoxy)phenyl)-3-(1-(1-(2,6-dioxopiperidin-3-yl)-2-oxo-1,2-dihydrobenzo[cd]indol-4-yl)azetidin-3-yl)urea